3-cyclopropyl-5-fluoro-2-methyl-1H-indole-7-carboxamide C1(CC1)C1=C(NC2=C(C=C(C=C12)F)C(=O)N)C